BrC=1C=NN2C1N=C(N=C2NCC(=O)NN)N2CCOCC2 2-{[8-Bromo-2-(morpholin-4-yl)pyrazolo[1,5-a][1,3,5]triazin-4-yl]amino}acetylhydrazine